diethyl oxalate (acrylate) C(C=C)(=O)O.C(C(=O)OCC)(=O)OCC